C(C)(C)(C)/C(/C(=O)O)=C\C=1C=C(C=2N(C1)N=CN2)OCC2=CC=CC=C2.OC2=C1C(C=C(OC1=CC(=C2)O)C2=CC(=C(C(=C2)OC)OC)OC)=O 5,7-Dihydroxy-3',4',5'-trimethoxyflavone (E)-tert-butyl-3-(8-(benzyloxy)-[1,2,4]triazolo[1,5-a]pyridin-6-yl)acrylate